((S)-1-((difluoromethyl)sulfonyl)pyrrolidin-3-yl)-2-(6-(6-((cis)-2,6-dimethylmorpholino)pyridin-2-yl)isoquinolin-3-yl)acetamide FC(S(=O)(=O)N1C[C@@H](CC1)C(C(=O)N)C=1N=CC2=CC=C(C=C2C1)C1=NC(=CC=C1)N1C[C@@H](O[C@@H](C1)C)C)F